trans-1,1,1,2,3-pentafluoropropene FC(C(=CF)F)(F)F